6-(4-(dimethylamino)phenyl)-2-((4-methylbenzylidene)hydrazineylidene)tetrahydropyrimidin-4(1H)-one CN(C1=CC=C(C=C1)C1CC(NC(N1)=NN=CC1=CC=C(C=C1)C)=O)C